bis(3-aminopropyl)-1,3-propanediamine NCCCC(CN)(CN)CCCN